2-[3,5-dichloro-4-([5-[(6-methoxypyridazin-3-yl)methyl]-6-oxo-1H-pyridazin-3-yl]oxy)phenyl]-3,5-dioxo-4H-1,2,4-triazine-6-carbonitrile ClC=1C=C(C=C(C1OC1=NNC(C(=C1)CC=1N=NC(=CC1)OC)=O)Cl)N1N=C(C(NC1=O)=O)C#N